[4-[[2-(3,4-dimethoxy-phenyl)imidazo[1,2-a]pyrazin-3-yl]amino]phenyl]-morpholin-4-ylmethanone COC=1C=C(C=CC1OC)C=1N=C2N(C=CN=C2)C1NC1=CC=C(C=C1)C(=O)N1CCOCC1